N=1NN=NC1C1=NC(=CC(=C1)N)C(F)(F)F 2-(2H-tetrazol-5-yl)-6-(trifluoromethyl)pyridin-4-amine